1-vinyl-pentafluorobenzene C(=C)C1=C(C(=C(C(=C1F)F)F)F)F